FC(OC=1C(CCN(C1)CN1C(C2=CC=CC=C2C1=O)=O)=O)F 5-(difluoromethoxy)-1-((1,3-dioxoisoindolin-2-yl)Methyl)-4-oxo-3,4-dihydropyridine